tert-butyl (2S,4aS,9aR)-7-bromo-2-methyl-2,3,9,9a-tetrahydroindeno[2,1-b][1,4]oxazine-4(4aH)-carboxylate BrC1=CC=2C[C@H]3O[C@H](CN([C@H]3C2C=C1)C(=O)OC(C)(C)C)C